2-[2-({7-methoxy-9-[(propan-2-yl)amino]-1H,2H,3H-cyclopenta[b]quinolin-6-yl}oxy)ethoxy]ethan-1-ol COC1=CC=2C(=C3C(=NC2C=C1OCCOCCO)CCC3)NC(C)C